S(=O)(=O)(O)C(=O)[C@@H](O)[C@H](O)[C@@H](O)[C@H](O)C(=O)[O-] sulfoiduronate